N-acrylylleucine C(C=C)(=O)N[C@@H](CC(C)C)C(=O)O